1-methyl-4-(1-(octyloxy)prop-1-en-2-yl)benzene (R)-8-methyl-3-(3-methyl-1,2,4-thiadiazol-5-yl)-1-(2-oxopyrrolidin-1-yl)-5,6-dihydroimidazo[1,5-a]pyrazine-7(8H)-carboxylate C[C@@H]1C=2N(CCN1C(=O)O)C(=NC2N2C(CCC2)=O)C2=NC(=NS2)C.CC2=CC=C(C=C2)C(=COCCCCCCCC)C